C(C)(C)(C)OC(=O)N1C[C@@H](N([C@@H](C1)C)C(C1=C(C=CC(=C1)CN1C(NC(C2=CC=CC=C12)=O)=O)F)=O)C (3S,5R)-3,5-dimethyl-4-(5-((2,4-dioxo-3,4-dihydroquinazolin-1(2H)-yl)methyl)-2-fluorobenzoyl)piperazine-1-carboxylic acid tert-butyl ester